C1(C=CC(N1C1=C(OC2=CC=C(C=C2)C(C)(C)C2=CC=C(C=C2)OC2=C(C=CC=C2)N2C(C=CC2=O)=O)C=CC=C1)=O)=O 2,2-Bis[4-(maleimidophenoxy)phenyl]propan